(7-(6-(tert-Butyl)pyrazin-2-yl)-2-azaspiro[3.5]nonan-2-yl)((1s,3s)-3-hydroxy-3-methylcyclobutyl)methanon C(C)(C)(C)C1=CN=CC(=N1)C1CCC2(CN(C2)C(=O)C2CC(C2)(C)O)CC1